N-((1r,4r)-4-acetamidocyclohexyl)-4-(isopropylamino)-6-(pyridin-4-yl)pyrrolo[1,2-b]pyridazine-3-carboxamide C(C)(=O)NC1CCC(CC1)NC(=O)C1=C(C=2N(N=C1)C=C(C2)C2=CC=NC=C2)NC(C)C